butyl-nitrooxyethyl-nitro-amine C(CCC)N([N+](=O)[O-])CCO[N+](=O)[O-]